ClC=1C=C(C=C(C1F)Cl)C1(CC1)C1=NOC(=N1)CC(C(=O)O)=C ((3-(1-(3,5-dichloro-4-fluorophenyl)cyclopropyl)-1,2,4-oxadiazol-5-yl)methyl)acrylic acid